methyl 2-(bromomethyl)-3-((tert-butyldimethylsilyl)oxy)benzoate BrCC1=C(C(=O)OC)C=CC=C1O[Si](C)(C)C(C)(C)C